C(CCC(C)(C)C)(=O)OO peroxyneoheptanoic acid